(p-tolyl)(p-chlorophenyl)methylene(cyclopentadienyl)(2,7-diphenyl-3,6-di-tert-butylfluorenyl)zirconium dichloride [Cl-].[Cl-].C1(=CC=C(C=C1)C(=[Zr+2](C1=C(C(=CC=2C3=CC(=C(C=C3CC12)C1=CC=CC=C1)C(C)(C)C)C(C)(C)C)C1=CC=CC=C1)C1C=CC=C1)C1=CC=C(C=C1)Cl)C